C(#N)C=1C=CC=C2NC[C@@H](NC12)[C@@H](C1=CC=CC=C1)NCCC1=CC=C(C=C1)[C@@H](C(=O)O)COC |o1:28| (R or S)-2-(4-(2-(((R)-((R)-8-cyano-1,2,3,4-tetrahydroquinoxalin-2-yl)(phenyl)methyl)amino)ethyl)phenyl)-3-methoxypropanoic acid